C1(CC1)N1C=C(C2=CC=CC=C12)C1=NC=NC=C1C#N 4-(1-cyclopropyl-1H-indol-3-yl)pyrimidine-5-carbonitrile